3-[(tert-butoxycarbonyl)-amino]phenylboronic acid C(C)(C)(C)OC(=O)NC=1C=C(C=CC1)B(O)O